2-(4,5-difluoro-1H-indol-3-yl)-N-isopropyl-N-methyl-2-oxoacetamide FC1=C2C(=CNC2=CC=C1F)C(C(=O)N(C)C(C)C)=O